ClC1=NC(=NC(=N1)N1CCOCC1)N1CCOCC1 2-chloro-4,6-dimorpholine-4-yl-1,3,5-triazine